tert-Butyl 4-[4-[[6-(2-chloro-6-methyl-phenyl)-8-methyl-5-oxo-7H-pyrimido[4,5-d]pyrimidin-2-yl]amino]-2-methyl-phenyl]piperidine-1-carboxylate ClC1=C(C(=CC=C1)C)N1CN(C2=C(C1=O)C=NC(=N2)NC2=CC(=C(C=C2)C2CCN(CC2)C(=O)OC(C)(C)C)C)C